(1S,4R)-2-(4-Methoxybenzyl)-2-azabicyclo[2.2.1]heptane-3,6-dione COC1=CC=C(CN2[C@@H]3C(C[C@H](C2=O)C3)=O)C=C1